OC1(CCN(CC1)C(=O)OC(C)(C)C)C1=NC=CC=C1CO tert-butyl 4-hydroxy-4-[3-(hydroxymethyl)-2-pyridyl]piperidine-1-carboxylate